ClC=1C(=CC=2N=CN=C(C2N1)C=1C(=NN(C1)C1OCCCC1)C1=CN=CS1)OC 5-(4-(6-chloro-7-methoxypyrido[3,2-d]pyrimidin-4-yl)-1-(tetrahydro-2H-pyran-2-yl)-1H-pyrazol-3-yl)thiazole